(R)-N-[(1R)-1-[(2S)-3,4-Dihydro-2H-pyran-2-yl]propyl]-2-methyl-propane-2-sulfinamide O1[C@@H](CCC=C1)[C@@H](CC)N[S@](=O)C(C)(C)C